ClC1=CC=C(C=C1)C=1C=C(C2=CC=CC=C2C1)C1=CC=CC2=C1OC1=C2C=CC=C1 4-{3-(4-chlorophenyl)naphthalen-1-yl}dibenzofuran